N-(5-(2-(1-ethyl-5-methylpyrrolidin-2-yl)acetamido)-2-methylpyridin-3-yl)-6-(1-methyl-1H-pyrazol-4-yl)pyrazolo[1,5-a]pyrazine-3-carboxamide C(C)N1C(CCC1C)CC(=O)NC=1C=C(C(=NC1)C)NC(=O)C=1C=NN2C1C=NC(=C2)C=2C=NN(C2)C